C(C1=CC=CC=C1)OC1=C(OC=C(C1=O)C(NCC1=C(C=C(C=C1)F)F)=O)C(=O)OC methyl 3-(benzyloxy)-5-((2,4-difluorobenzyl) carbamoyl)-4-oxo-4H-pyran-2-carboxylate